FC(C12CC3(CC(CC(C1)C3)C2)C(=O)O)(F)F 3-(trifluoromethyl)adamantane-1-carboxylic acid